(E)-methoxy-3-methylbenzylimidazol-2-one COC=1C(=NC(N1)=O)CC1=CC(=CC=C1)C